OC1=C(C=O)C(=CC=C1)OC[C@H]1N(CCOC1)C(C1=C(N=CC=C1)CC(C)(C)O)=O (S)-2-hydroxy-6-((4-(2-(2-hydroxy-2-methylpropyl)-nicotinoyl)morpholin-3-yl)methoxy)benzaldehyde